1-[4-(2-cyclopropoxyphenyl)pyridin-3-yl]-N-{1-[3-methyl-5-(methylsulfanyl)pyridin-2-yl]methyl}cyclopropan-1-amine C1(CC1)OC1=C(C=CC=C1)C1=C(C=NC=C1)C1(CC1)NCC1=NC=C(C=C1C)SC